(3-chloro-5-morpholinophenyl)((4-methoxy-3,5-dimethylpyridin-2-yl)methyl)carbamic acid tert-butyl ester C(C)(C)(C)OC(N(CC1=NC=C(C(=C1C)OC)C)C1=CC(=CC(=C1)N1CCOCC1)Cl)=O